ClC1=C(C(=NN1CC1=C(C=CC=C1F)F)C(=O)O)CCNC1(CC1)C(F)F 5-chloro-1-(2,6-difluorobenzyl)-4-(2-((1-(difluoromethyl)cyclopropyl)amino)ethyl)-1H-pyrazole-3-carboxylic acid